C(C)(=O)N(CCN(C(C)=O)C(C)=O)C(C)=O Tetra-acetyl-ethylenediamine